The molecule is an acyl-CoA that results from the formal condensation of the thiol group of coenzyme A with the carboxy group of feruloylacetic acid. It is a conjugate acid of a feruloylacetyl-CoA(4-) and a trans-feruloylacetyl-CoA(4-). CC(C)(COP(=O)(O)OP(=O)(O)OC[C@@H]1[C@H]([C@H]([C@@H](O1)N2C=NC3=C(N=CN=C32)N)O)OP(=O)(O)O)C(C(=O)NCCC(=O)NCCSC(=O)CC(=O)/C=C/C4=CC(=C(C=C4)O)OC)O